ClC1=C(C=CC=C1)B(O)O 2-chlorobenzeneboronic acid